tetracosenylamine C(=CCCCCCCCCCCCCCCCCCCCCCC)N